2-[4-bromo-2-(4-ethoxy-4,5-dihydro-isoxazol-3-yl)phenoxy]acetic acid ethyl ester C(C)OC(COC1=C(C=C(C=C1)Br)C1=NOCC1OCC)=O